CN(C1=CC=C(C(=O)NCCCCCCC(=O)NO)C=C1)C 4-(Dimethylamino)-N-[7-(hydroxyamino)-7-oxoheptyl]benzamid